(hydroxymethyl)-phosphorus hydroxide OCP(O)O